N-methylglycylglycinyl-L-prolyl-L-valine CNCC(=O)NCC(=O)N1[C@@H](CCC1)C(=O)N[C@@H](C(C)C)C(=O)O